(S)-4-(((S)-3-fluoro-2-methoxypropyl)(4-(5,6,7,8-tetrahydro-1,8-naphthyridin-2-yl)butyl)amino)-2-(1-(isoquinolin-1-yl)cyclopropane-1-carboxamido)butanoic acid FC[C@H](CN(CC[C@@H](C(=O)O)NC(=O)C1(CC1)C1=NC=CC2=CC=CC=C12)CCCCC1=NC=2NCCCC2C=C1)OC